N-[(2-{[({3-fluorobicyclo[1.1.1]pentan-1-yl}methyl)amino]methyl}-1H-indol-6-yl)methyl]-4-oxo-4H-pyrido[1,2-a]pyrimidine-2-carboxamide FC12CC(C1)(C2)CNCC=2NC1=CC(=CC=C1C2)CNC(=O)C=2N=C1N(C(C2)=O)C=CC=C1